OC1=C2C(CC(OC2=C(C(=C1)O)C)C1=CC=C(C=C1)O)=O 5,7,4'-trihydroxy-8-methylflavanone